C(\C=C/C(=O)O)(=O)O.C(\C=C/C(=O)O)(=O)O.CN1C(C=CC=C1)C=CC(=O)N 3-(1-methylpyridine-2-yl)acrylamide dimaleate